S(=O)(C1=CC=C(C(=O)O)C=C1)C1=CC=C(C(=O)O)C=C1 4,4'-sulfinyldibenzoic acid